C1(=CC=CC=C1)NC1=CC=C(C=2C=CC=C(C12)S(=O)(=O)[O-])C1=CC=C(C=2C(=CC=CC12)S(=O)(=O)[O-])NC1=CC=CC=C1 4,4'-diphenylamino-1,1'-binaphthyl-5,5'-disulfonate